C(C1=CC=CC=C1)N1C2(COC2)CC(CC1)C(=O)O 5-benzyl-2-oxa-5-azaspiro[3.5]nonane-8-carboxylic acid